OC1=C(C(=CC(=C1)OCOC)OCOC)CC=CC1=CC=C(C=C1)OCC=C 1-[2-Hydroxy-4,6-bis(methoxymethoxy)phenyl]-3-(4-prop-2-enoxyphenyl)prop-2-en